1-(2-chloroethyl)-4-[1-(2,2-difluoro-1,3-benzodioxol-5-yl)-5-methyl-pyrazol-3-yl]piperazine hydrochloride Cl.ClCCN1CCN(CC1)C1=NN(C(=C1)C)C1=CC2=C(OC(O2)(F)F)C=C1